1,4-dihydroquinolin-4-one N1C=CC(C2=CC=CC=C12)=O